5-bromo-N-(trideuteriomethyl)-N-[4-(trifluoromethoxy)phenyl]pyridine-2-sulfonamide BrC=1C=CC(=NC1)S(=O)(=O)N(C1=CC=C(C=C1)OC(F)(F)F)C([2H])([2H])[2H]